2-(Chloromethyl)-2-methyl-oxirane ClCC1(OC1)C